N-(3-(3-(7H-pyrrolo[2,3-d]pyrimidin-4-yl)pyridin-2-ylamino)-2,4-difluorophenyl)-3-(1-amino-2-methyl-1-oxopropan-2-yl)benzamide N1=CN=C(C2=C1NC=C2)C=2C(=NC=CC2)NC=2C(=C(C=CC2F)NC(C2=CC(=CC=C2)C(C(=O)N)(C)C)=O)F